tert-butyl 4-(5-cyano-2-pyridyl)piperazine-1-carboxylate C(#N)C=1C=CC(=NC1)N1CCN(CC1)C(=O)OC(C)(C)C